ClC1=NC=CC(=N1)OC1=CC=C(C=C1)C1CN(C1)C(=O)N1C[C@@H]2[C@@H](OCC(N2)=O)CC1 (4aR,8aS)-6-[3-[4-(2-Chloropyrimidin-4-yl)oxyphenyl]azetidine-1-carbonyl]-4,4a,5,7,8,8a-hexahydropyrido[4,3-b][1,4]oxazin-3-one